1,3-diethylpyridinium cyanide [C-]#N.C(C)[N+]1=CC(=CC=C1)CC